CC=1NC2=CC(=CC=C2C1)C(=O)OC methyl 2-methyl-1H-indol-6-carboxylate